racemic-pyrrolidine-3-ol N1C[C@@H](CC1)O |r|